Cl.NC1C(CN(CC1)C(=O)O)C 4-amino-3-methylpiperidine-1-carboxylate hydrochloride